4-[5-(difluoromethyl)-1-methyl-pyrazol-3-yl]-2-(trifluoromethyl)quinazolin-5-ol FC(C1=CC(=NN1C)C1=NC(=NC=2C=CC=C(C12)O)C(F)(F)F)F